N,N-dipropylammonium hydroxide [OH-].C(CC)[NH2+]CCC